2-PHENOXYETHYLAMINE O(C1=CC=CC=C1)CCN